(S)-2-(2,2-dimethyl-3-oxo-2,3-dihydrobenzofuran-6-ylamino)-4-(2-hydroxy-1-phenylethylamino)-N-propylpyrimidine-5-carboxamide CC1(OC2=C(C1=O)C=CC(=C2)NC2=NC=C(C(=N2)N[C@H](CO)C2=CC=CC=C2)C(=O)NCCC)C